N(=[N+]=[N-])CC1=NN2C(CCCC2)=C1 2-(azidomethyl)-4,5,6,7-tetrahydropyrazolo[1,5-a]Pyridine